tert-butyl (2-chloro-4-(fluoromethyl)thiophen-3-yl)carbamate ClC=1SC=C(C1NC(OC(C)(C)C)=O)CF